N1C(=NC2=C1C=CC=C2)C=2C(=NN(C2C(=O)O)C=2SC(=C(N2)C2=CC(=C(C=C2)Cl)Cl)SC(C)C)C 4-(1H-benzo[d]imidazol-2-yl)-1-(4-(3,4-dichlorophenyl)-5-(isopropylthio)thiazol-2-yl)-3-methyl-1H-pyrazole-5-carboxylic acid